C1N[C@H](CC2=C1NC1=CC=CC=C21)C(=O)O (R)-2,3,4,9-tetrahydro-1H-pyrido[3,4-b]indole-3-carboxylic acid